C12CNCC(CC1)C2N(C(OC(C)(C)C)=O)C tert-butyl (3-azabicyclo[3.2.1]octan-8-yl)(methyl)carbamate